C(=O)[O-].C(C)[NH3+] ethanaminium formate